C1(CC1)C(CCNC(=O)[C@H]1N(C[C@@H](C1)O)C([C@H](C(C)(C)C)N1N=NC(=C1)C1CC1)=O)(C)O (2S,4r)-N-(3-cyclopropyl-3-hydroxy-butyl)-1-[(2S)-2-(4-cyclopropyl-triazol-1-yl)-3,3-dimethyl-butyryl]-4-hydroxy-pyrrolidine-2-carboxamide